[Na].C1(NNC(C2=CC=CC=C12)=O)=O dihydro-1,4-phthalazinedione sodium salt